boric acid trifluoride B(F)(F)F